2-chloro-6-methyl-1,5-naphthyridine ClC1=NC2=CC=C(N=C2C=C1)C